(S)-5-chloro-4-((1-(2-chlorophenyl)ethyl)amino)-2-fluoro-N-(thiazol-2-yl)benzenesulfonamide ClC=1C(=CC(=C(C1)S(=O)(=O)NC=1SC=CN1)F)N[C@@H](C)C1=C(C=CC=C1)Cl